(S)-quinuclidin-3-yl (2,2-dimethyl-5-(4-methylthiophen-3-yl)-2,3-dihydro-1H-inden-1-yl)carbamat CC1(C(C2=CC=C(C=C2C1)C1=CSC=C1C)NC(O[C@@H]1CN2CCC1CC2)=O)C